NCC1=C(C=C(CNC(=O)[C@@H]2CN(CCN2C([C@@H](CC)NC2CCC3(CCN(C3)CC3=CC=CC=C3)CC2)=O)C(=O)OC2=C(C(=C(C=C2)C)C)Cl)C=C1)OC 2-chloro-3,4-dimethylphenyl (3S)-3-{[4-(aminomethyl)-3-methoxybenzyl]carbamoyl}-4-{(2R)-2-[(2-benzyl-2-azaspiro[4.5]dec-8-yl)amino]butanoyl}piperazine-1-carboxylate